C(C)(C)(C)N1N=C(C=C1)C(=O)NCC1=C(C=C(C=C1)C1=CC(=NC=C1)NC(=O)C1CC1)C 1-(tert-butyl)-N-(4-(2-(cyclopropanecarboxamido)pyridin-4-yl)-2-methylbenzyl)-1H-pyrazole-3-carboxamide